tert-Butyl 3-(6-oxo-2,7-diazaspiro[4.6]undecan-2-yl)benzoate O=C1C2(CCN(C2)C=2C=C(C(=O)OC(C)(C)C)C=CC2)CCCCN1